COC(C1=CC(=C(C=C1)/C(/C(=O)OC)=C(\C)/O)[N+](=O)[O-])=O (Z)-4-(3-hydroxy-1-methoxy-1-oxobut-2-en-2-yl)-3-nitrobenzoic acid methyl ester